[Br-].[Br-].C(C)C1(C(=C(C(=C1C)C)C)C)[Zr+2]C1C(=CC2=C(C=CC(=C12)C)C)C (1-Ethyl-2,3,4,5-tetramethylcyclopentadienyl)(2,4,7-trimethylindenyl)zirconium dibromide